FC(CN1C(=NC2=C1C=C(C=C2)C=2C=CN1N=C(N=C(C12)OC)N[C@@H]1[C@@H](CN(CC1)C1COC1)F)C)F 5-(1-(2,2-difluoroethyl)-2-methyl-1H-benzo[d]imidazol-6-yl)-N-((3R,4S)-3-fluoro-1-(oxetan-3-yl)piperidin-4-yl)-4-methoxypyrrolo[2,1-f][1,2,4]triazin-2-amine